5-[(7-methyl-6-oxo-purin-1-yl)methyl]-3-[2-(4-phenylphenyl)ethyl]-1,3,4-oxadiazol-2-one CN1C=NC=2N=CN(C(C12)=O)CC1=NN(C(O1)=O)CCC1=CC=C(C=C1)C1=CC=CC=C1